L-1,6-diformyl-4-methylphenol C(=O)C1(CC=C(C=C1C=O)C)O